benzyl ((1R)-3-methyl-1-(oxiran-2-yl)butyl)carbamate CC(C[C@H](C1OC1)NC(OCC1=CC=CC=C1)=O)C